tert-butyl (2S)-2-tert-butyl-4-[4-[(7-fluoro-2-methyl-indazol-5-yl)carbamoyl]-2-methoxy-1,3-benzothiazol-7-yl]piperazine-1-carboxylate C(C)(C)(C)[C@@H]1N(CCN(C1)C1=CC=C(C=2N=C(SC21)OC)C(NC2=CC1=CN(N=C1C(=C2)F)C)=O)C(=O)OC(C)(C)C